5-didecylamino-thieno[3,2-b]thiophene C(CCCCCCCCC)N(C1=CC=2SC=CC2S1)CCCCCCCCCC